C(CCCC)N(C(=O)N(C1=CC=CC=C1)C1=CC=CC=C1)C1=CC=CC=C1 N-pentyltriphenyl-urea